CC1(C(CCC(C1)=O)=O)C dimethyl-1,4-cyclohexanedione